NC1=NC2=C(N1CCC1=CC=C(C=C1)O[Si](C1=CC=CC=C1)(C1=CC=CC=C1)C(C)(C)C)C(=CC(=C2)C(=O)N)OC 2-amino-1-(4-((tert-butyldiphenylsilyl)oxy)phenethyl)-7-methoxy-1H-benzo[d]imidazole-5-carboxamide